cyclopropyl-[(5R)-7,7-difluoro-5-phenyl-5,6-dihydropyrrolo[1,2-b][1,2,4]triazol-2-yl]methanone C1(CC1)C(=O)C=1N=C2N(N1)[C@H](CC2(F)F)C2=CC=CC=C2